heptane ethylacetate C(C)OC(C)=O.CCCCCCC